C(C1=CC=CC=C1)NC(=O)NC1=CN(C(C2=CC=CC=C12)=O)CC(C)C 1-benzyl-3-[2-(2-methylpropyl)-1-oxoisoquinolin-4-yl]urea